tris(diethylamino)(3-vinylphenyl)silane C(C)N(CC)[Si](C1=CC(=CC=C1)C=C)(N(CC)CC)N(CC)CC